((2-aminophenyl) amino) piperidine-1-carboxylate N1(CCCCC1)C(=O)ONC1=C(C=CC=C1)N